C(CCCCCCCCCCCCCCCCCCCCC)(=O)O.OCC(O)CO.OCC(O)CO.OCC(O)CO triglycerol behenate